5-(p-tolyl)-1,3,4-thiadiazol C1(=CC=C(C=C1)C1=NN=CS1)C